trans-rac-(3R,4R)-3-amino-4-hydroxypiperidine-1-carboxylic acid tert-butyl ester C(C)(C)(C)OC(=O)N1C[C@H]([C@@H](CC1)O)N |r|